COC1=NC(=CC(=C1)NC(=O)C1CNCCO1)C1=CC=CC=2OC[C@H](OC21)CNC(=O)C=2OC(=CC2)CN2CCN(CC2)C 2-{2-Methoxy-6-[(R)-3-({[5-(4-methyl-piperazin-1-ylmethyl)-furan-2-carbonyl]-amino}-methyl)-2,3-dihydro-benzo[1,4]dioxin-5-yl]-pyridin-4-ylcarbamoyl}-morpholin